C(N)(O)=O.O1CCCC1 tetrahydrofuran carbamate